4-{7-[(2S)-2-[(tert-butoxycarbonyl)amino]-3-(1H-indol-3-yl)propionamido]-1H-indol-3-yl}pyrazole-1-carboxylic acid tert-butyl ester C(C)(C)(C)OC(=O)N1N=CC(=C1)C1=CNC2=C(C=CC=C12)NC([C@H](CC1=CNC2=CC=CC=C12)NC(=O)OC(C)(C)C)=O